CN1N=CC(=C1)CC1(C2=C(N=C(N1)N)C=C(S2)C2=CC=NN2)N 4-((1-methyl-1H-pyrazol-4-yl)methyl)-6-(1H-pyrazol-5-yl)thieno[3,2-d]Pyrimidine-2,4-diamine